4-((4-(1H-tetrazol-5-yl)phenyl)amino)-6-(2,6-Difluorophenyl)pyridazine-3-carboxamide N1N=NN=C1C1=CC=C(C=C1)NC1=C(N=NC(=C1)C1=C(C=CC=C1F)F)C(=O)N